5-(4-methoxyphenyl)-7-(trifluoromethyl)pyrazolo[1,5-a]pyrimidine COC1=CC=C(C=C1)C1=NC=2N(C(=C1)C(F)(F)F)N=CC2